β,4-dihydroxyphenethylamine OC(CN)C1=CC=C(C=C1)O